(7R,8aS)-1-(2,3-dichloro-6-hydroxyphenyl)-2-[5-(hydroxymethyl)pyrazin-2-yl]-hexahydropyrrolo[1,2-a]pyrazin-4-one ClC1=C(C(=CC=C1Cl)O)C1[C@H]2N(C(CN1C1=NC=C(N=C1)CO)=O)CCC2